FC1=C(C(=C(C(=C1F)[Si](C)(C)C)F)C=O)NC(OC(C)(C)C)=O tert-butyl (2,3,5-trifluoro-6-formyl-4-(trimethylsilyl)phenyl)carbamate